Cl.Cl.Cl.Cl.N1=CC=NC=C1 pyrazine, tetrahydrochloride